C1(CCCC1)C(C(=O)N1CC2=C(CC1)N=C(S2)N2C1CN(CC2CC1)C(=O)OC(C)(C)C)(C)O tert-butyl 8-(5-(2-cyclopentyl-2-hydroxypropanoyl)-4,5,6,7-tetrahydrothiazolo[5,4-c]pyridin-2-yl)-3,8-diazabicyclo[3.2.1]octane-3-carboxylate